2,7-dihydro-1H-azepine N1CC=CC=CC1